F[C@H]1C[C@H](N2C1=NN(C2=O)C2CC(C2)C2=CC=CC=C2)C2=NC=CN=C2 (5S,7S)-7-fluoro-2-((1r,3S)-3-phenylcyclobutyl)-5-(pyrazin-2-yl)-2,5,6,7-tetrahydro-3H-pyrrolo[2,1-c][1,2,4]triazol-3-one